(6-Fluoro-8-(trifluoromethyl)-1,3,4,5-tetrahydropyrido[4,3-b]indol-2-yl)-(5-(trifluoromethyl)-1H-pyrazol-3-yl)methanone FC1=CC(=CC=2C3=C(NC12)CCN(C3)C(=O)C3=NNC(=C3)C(F)(F)F)C(F)(F)F